C(C)(=O)O[C@H]1[C@@]2(CO[C@H]([C@@H]([C@H]1OC(C)=O)NC1=NC(=CC=C1)C(F)(F)F)O2)COCCCCCCNC(CCOCCNC(CCCC(OCC2=CC=CC=C2)=O)=O)=O (1S,2R,3R,4R,5S)-4-((6-(trifluoromethyl)pyridin-2-yl)amino)-1-(3,7,14-trioxo-1-phenyl-2,11,22-trioxa-8,15-diazatricosan-23-yl)-6,8-dioxabicyclo[3.2.1]octane-2,3-diyl diacetate